5-(4-fluoro-2-methyl-1-(1-methylpiperidin-4-yl)-1H-benzo[d]imidazol-6-yl)-4-(1-methyl-1H-pyrazol-4-yl)-7H-pyrrolo[2,3-d]pyrimidine FC1=CC(=CC=2N(C(=NC21)C)C2CCN(CC2)C)C2=CNC=1N=CN=C(C12)C=1C=NN(C1)C